COC1=NC(=CC=C1NC1=NC2=C(C=CC=C2C=N1)C1=NC=CC(=C1)NC(C=C)=O)N1CCN(CC1)C N-(2-(2-((2-methoxy-6-(4-methylpiperazin-1-yl)pyridin-3-yl)amino)quinazolin-8-yl)pyridin-4-yl)acrylamide